4-[2-(3-pyridyl)-1H-pyrrolo[2,3-b]pyridin-4-yl]-1H-pyridin-2-one N1=CC(=CC=C1)C1=CC=2C(=NC=CC2C2=CC(NC=C2)=O)N1